4-O-β-D-Galactopyranosyl-L-rhamnose [C@@H]1([C@H](O)[C@@H](O)[C@@H](O)[C@H](O1)CO)O[C@H]([C@H]([C@H](C=O)O)O)[C@@H](O)C